CN1N=C(C=C1S(=O)(=O)N1CCC2(C[C@@H](CO2)N2C[C@@]3(CCOC3)CC2)CC1)C (S)-8-((1,3-dimethyl-1H-pyrazol-5-yl)sulfonyl)-3-((S)-2-oxa-7-azaspiro[4.4]non-7-yl)-1-oxa-8-azaspiro[4.5]decane